ethyl 6-((S)-4-(tert-butoxycarbonyl)-2-methylpiperazin-1-yl)-2-(((2s,4r)-4-fluoro-1-methylpyrrolidin-2-yl) methoxy)-5-nitropyrimidine-4-carboxylate C(C)(C)(C)OC(=O)N1C[C@@H](N(CC1)C1=C(C(=NC(=N1)OC[C@H]1N(C[C@@H](C1)F)C)C(=O)OCC)[N+](=O)[O-])C